Methyl 6-((4-((tert-butoxycarbonyl)amino)phenyl)amino)-6-oxohexanoate C(C)(C)(C)OC(=O)NC1=CC=C(C=C1)NC(CCCCC(=O)OC)=O